6-cyclopentyl-2-norbornene nitrate [N+](=O)(O)[O-].C1(CCCC1)C1CC2C=CC1C2